5-(2,5-diphenyl-3H-imidazo[4,5-b]pyridin-3-yl)-2-fluoro-2,3-dihydro-1H-inden-1-amine C1(=CC=CC=C1)C1=NC=2C(=NC(=CC2)C2=CC=CC=C2)N1C=1C=C2CC(C(C2=CC1)N)F